tert-butyl (S)-3-cyclopropyl-3-(2-(piperidin-4-ylmethoxy)pyridin-4-yl)propanoate C1(CC1)[C@H](CC(=O)OC(C)(C)C)C1=CC(=NC=C1)OCC1CCNCC1